1-((S)-2-hydroxy-2-((2R,4aS,4bR,6aS,7S,7aR,8aR,9aS,9bR,11aR)-2-hydroxy-2,6a-dimethyloctadecahydro-1H-cyclopropa[b]chrysen-7-yl)propyl)-1H-pyrazole-4-carbonitrile O[C@@](CN1N=CC(=C1)C#N)(C)[C@H]1[C@H]2[C@@H](C[C@H]3[C@@H]4CC[C@@H]5C[C@](CC[C@@H]5[C@H]4CC[C@]13C)(C)O)C2